C(C1=CC=CC=C1)OC(=O)N1CCC(CC1)OC[C@@H]1N(CCC[C@@]1([N+](=O)[O-])CO)C(=O)OC(C)(C)C |o1:18,23| tert-butyl rel-(2R,3S)-2-[({1-[(benzyloxy)carbonyl]piperidin-4-yl}oxy)methyl]-3-(hydroxymethyl)-3-nitropiperidine-1-carboxylate